FC1=C(C(=C(C=C1OC)OC)F)N1C(C(C=2C3=C(N=CC2C1)NC(=C3)CN3CCN(CC3)CC)(C)C)=O 7-(2,6-difluoro-3,5-dimethoxyphenyl)-2-[(4-ethylpiperazin-1-yl)methyl]-9,9-dimethyl-3,6,7,9-tetrahydro-8H-pyrrolo[2,3-c]-2,7-naphthyridin-8-one